tosyl-diazomethane S(=O)(=O)(C1=CC=C(C)C=C1)C=[N+]=[N-]